N1=CC=CC(=C1)[C@H]1N(C)CCC1 |r| (S) and (R)-nicotine